N-(4-(4-((2-(2,6-dioxopiperidin-3-yl)-1,3-dioxoisoindoline-5-yl)methyl)piperazine-1-yl)-3-(trifluoromethyl)phenyl)-3-(imidazo[1,2-b]pyridazin-3-ylethynyl)-4-methylbenzamide O=C1NC(CCC1N1C(C2=CC=C(C=C2C1=O)CN1CCN(CC1)C1=C(C=C(C=C1)NC(C1=CC(=C(C=C1)C)C#CC1=CN=C2N1N=CC=C2)=O)C(F)(F)F)=O)=O